C12CN(CC(CC1)O2)C=2C=1N(C=C(C2)C=2C(=CC(=C(C2)NC(=O)C=2C=NN(C2F)C(C)(C)C)F)C)C=CN1 N-(5-(8-(8-oxa-3-azabicyclo[3.2.1]octan-3-yl)imidazo[1,2-a]pyridin-6-yl)-2-fluoro-4-methylphenyl)-1-(tert-butyl)-5-fluoro-1H-pyrazole-4-carboxamide